CCCCCCCCCCCCCCCCCCCCCC(=O)O[C@H](COC(=O)CCCCCCC/C=C\C/C=C\CCCCC)COP(=O)([O-])OCC[N+](C)(C)C 1-(9Z,12Z-octadecadienoyl)-2-docosanoyl-glycero-3-phosphocholine